ClC=1C=CC(=NC1)C1=CNC2=NC(=CN=C21)N2CCC1(CC2)[C@@H](C=2C(=C3C=CC=CC3=CC2)C1)N (S)-1'-(7-(5-chloropyridin-2-yl)-5H-pyrrolo[2,3-b]pyrazin-3-yl)-1,3-dihydrospiro[cyclopenta[a]naphthalene-2,4'-piperidin]-3-amine